C(C1=CC=CC=C1)OC1=C(N(N=C1C)CC)C=1N(C(=NN1)C=1N=C(N2C1C=CC(=C2)C)C(=O)NCC2=C(C=C(C=C2)OC)OC)CC2=CC=C(C=C2)OC 1-[5-(4-benzyloxy-2-ethyl-5-methyl-pyrazol-3-yl)-4-[(4-methoxyphenyl)-methyl]-1,2,4-triazol-3-yl]-N-[(2,4-dimethoxyphenyl)methyl]-6-methyl-imidazo[1,5-a]pyridine-3-carboxamide